FC(C(=O)O)(F)F.FC(C(=O)O)(F)F.C(CCCC)(=O)N pentanamide ditrifluoroacetate salt